BrC=1C=C2N(N=CC3=C2N(N=C3N)C(C)C)C1 8-Bromo-1-isopropyl-1H-pyrazolo[3,4-d]pyrrolo[1,2-b]pyridazin-3-amine